6-(5-chloro-2-pyridinyl)-5-hydroxy-7-oxo-6,7-dihydro-5H-pyrrolo(3,4-b)pyrazine ClC=1C=CC(=NC1)N1C(C2=NC=CN=C2C1O)=O